CN1C2=CC=CC=C2\C(\C12CCN(CC2)C(=O)[O-])=N/[S@](=O)C(C)(C)C 3E-1-methyl-3-{[(R)-2-methylpropane-2-sulfinyl]imino}-1,3-dihydrospiro[indole-2,4'-piperidine]-1'-carboxylate